O(C1=CC=CC=C1)P(=O)(OC1=CC=CC=C1)CCCNCC(=O)O ((di(phenoxy)phosphoryl)propyl)glycine